C(C)(C)(C)[Si](C)(C)OCCCBr tert-Butyl-(3-bromopropoxy)dimethylsilane